5-bromobenzene-1,2,4-tricarboxylic acid BrC1=C(C=C(C(=C1)C(=O)O)C(=O)O)C(=O)O